CC1=CC=C(C=C1)SC1[C@@H](C[C@@H]2OC(OC[C@H]2O1)C1=CC=CC=C1)N1C(C2=CC=CC=C2C1=O)=O 2-[(4aR,7R,8aS)-6-(4-methylphenyl)sulfanyl-2-phenyl-4,4a,6,7,8,8a-hexahydropyrano[3,2-d][1,3]dioxin-7-yl]isoindole-1,3-dione